BrC=1C(=C(N)C=C(C1Cl)F)C 3-bromo-4-chloro-5-fluoro-2-methylaniline